2,6-dimethyl-phenyl selenocyanate CC1=C(C(=CC=C1)C)[Se]C#N